N1(CCC1)C(=O)OCOS(=O)(=O)C(F)(F)F ((((trifluoromethyl) sulfonyl) oxy) methyl) azetidine-1-carboxylate